[N+](=O)([O-])C(C(N)[N+](=O)[O-])N 1,2-dinitroethylenediamine